N-(5-((5-chloro-4-((1-(dimethylphosphoryl)naphthalen-2-yl)amino)pyrimidin-2-yl)amino)-2-(2-(dimethylamino)-7-azaspiro[3.5]nonan-7-yl)phenyl)acrylamide hydrochloric acid salt Cl.ClC=1C(=NC(=NC1)NC=1C=CC(=C(C1)NC(C=C)=O)N1CCC2(CC(C2)N(C)C)CC1)NC1=C(C2=CC=CC=C2C=C1)P(=O)(C)C